N5-(2-fluorophenyl)-N6-(o-tolyl)[1,2,5]oxadiazolo[3,4-b]pyrazine-5,6-diamine FC1=C(C=CC=C1)NC1=NC=2C(N=C1NC1=C(C=CC=C1)C)=NON2